2-amino-1-pyrrolidino-ethanone hydrochloride Cl.NCC(=O)N1CCCC1